4-chloro-1-(2-thienyl)-1-butanol ClCCCC(O)C=1SC=CC1